2-fluoro-N-(6-(3-fluoro-2-methylphenyl)imidazo[1,2-a]pyridin-2-yl)cyclopropane-1-carboxamide FC1C(C1)C(=O)NC=1N=C2N(C=C(C=C2)C2=C(C(=CC=C2)F)C)C1